N1C=C(C2=CC=CC=C12)C1N(C(CC2=CC(=CC=C12)C1=CC=CC=C1)=O)C(=O)N (1H-indol-3-yl)-3-oxo-6-phenyl-3,4-dihydroisoquinoline-2(1H)-carboxamide